Cl.NCC=1C(=NC=CN1)N(S(=O)(=O)C)C N-(3-(aminomethyl)pyrazin-2-yl)-N-methylmethanesulfonamide hydrochloride